((4-(tert-butoxycarbonyl)piperazin-2-yl)methoxy)-6-chloronicotinic acid C(C)(C)(C)OC(=O)N1CC(NCC1)COC1=C(C(=O)O)C=CC(=N1)Cl